arginine glutamate acetate C(C)(=O)O.N[C@@H](CCC(=O)O)C(=O)O.N[C@@H](CCCNC(N)=N)C(=O)O